C[C@@H]1[C@H]([C@@H]([C@H]([C@]2(O1)OCC1=CC=C(C=C12)CC1=CC=C(C=C1)CC)O)O)O (1S,3'R,4'S,5'S,6'R)-6'-Methyl-6-(4-ethylbenzyl)-3',4',5',6'-tetrahydro-3H-spiro-[isobenzofuran-1,2'-pyran]-3',4',5'-triol